C(C)(=O)O[C@@]1(CC[C@@H](C)O1)N1C(=O)NC(=O)C(C)=C1 acetoxydideoxythymidine